(R)-3-methyl-2-(pyrrolidin-2-ylmethoxy)pyridine CC=1C(=NC=CC1)OC[C@@H]1NCCC1